B(O)(O)CCC[C@@]12[C@@H](N(CC1)C)CN[C@@H]2C(=O)O (3aR,4S,6aR)-3a-(3-boronopropyl)-1-methyloctahydropyrrolo[3,4-b]pyrrole-4-carboxylic acid